[2,3,3,3-tetrafluoro-2-(trifluoromethoxy)propyl]oxirane FC(CC1OC1)(C(F)(F)F)OC(F)(F)F